2-[methyl(2-{4-[2-(pyrrolidin-1-yl)ethoxy]pyridin-2-yl}-5H,6H,7H-cyclopenta[d]pyrimidin-4-yl)amino]-N-(propan-2-yl)acetamide CN(CC(=O)NC(C)C)C=1C2=C(N=C(N1)C1=NC=CC(=C1)OCCN1CCCC1)CCC2